FC(C1CC2(CN(C2)C(=O)OC(C)(C)C)C1)(C1=CC=C2C(=N1)N(C=C2)C)F tert-Butyl 6-(difluoro(1-methyl-1H-pyrrolo[2,3-b]pyridin-6-yl)methyl)-2-azaspiro[3.3]heptane-2-carboxylate